CS(=O)(=O)C=1C=C(C=CC1)NC1=CC(=NC=C1C1OCCC1)NC(C)=O N-[4-[(3-methanesulfonylphenyl)amino]-5-(oxolan-2-yl)pyridin-2-yl]acetamide